C[C@@H]1CN(CCN1C=1C=CC=2N=CN=C(C2N1)NC1=CC(=C(C=C1)OC1=CC=2N(C=C1)N=CN2)C)C(C#CC)=O 1-[(3R)-3-methyl-4-{4-[(3-methyl-4-{[1,2,4]triazolo[1,5-a]pyridin-7-yloxy}phenyl)amino]pyrido[3,2-d]pyrimidin-6-yl}piperazin-1-yl]but-2-yn-1-one